ClC1=C(C=CC=C1Cl)N1C(=NC(=CC1=O)N1CCC(CC1)(C)NC(OC(C)(C)C)=O)C(F)F tert-butyl N-{1-[1-(2,3-dichlorophenyl)-2-(difluoromethyl)-6-oxo-1,6-dihydropyrimidin-4-yl]-4-methylpiperidin-4-yl}carbamate